4-[2-amino-5-(3-methoxyphenyl)-3-pyridyl]phenol NC1=NC=C(C=C1C1=CC=C(C=C1)O)C1=CC(=CC=C1)OC